(2S,3S)-3-[tert-butyl(dimethyl)silyl]oxy-1-[6-chloro-4-(trifluoromethyl)-2-pyridyl]-N-methyl-N-(m-tolyl)pyrrolidine-2-carboxamide [Si](C)(C)(C(C)(C)C)O[C@@H]1[C@H](N(CC1)C1=NC(=CC(=C1)C(F)(F)F)Cl)C(=O)N(C=1C=C(C=CC1)C)C